tert-Butyl 4-(4-(2-(3-amino-6-methylthieno[2,3-b]pyridine-2-carboxamido)ethyl)-2-fluorophenyl)piperidine-1-carboxylate NC1=C(SC2=NC(=CC=C21)C)C(=O)NCCC2=CC(=C(C=C2)C2CCN(CC2)C(=O)OC(C)(C)C)F